Tert-butyl 9-(7-chloro-8-fluoro-2-methylsulfanyl-5-phenoxy-pyrido[4,3-d]pyrimidin-4-yl)-3-oxa-7,9-diazabicyclo[3.3.1]nonane-7-carboxylate ClC1=C(C=2N=C(N=C(C2C(=N1)OC1=CC=CC=C1)N1C2COCC1CN(C2)C(=O)OC(C)(C)C)SC)F